4-(3-((2-((3-methyl-1-(3-morpholinopropyl)-1H-pyrazol-4-yl)amino)-5-(trifluoromethyl)pyrimidin-4-yl)amino)propyl)-1,4-oxazepan-3-one CC1=NN(C=C1NC1=NC=C(C(=N1)NCCCN1C(COCCC1)=O)C(F)(F)F)CCCN1CCOCC1